N1(N=CN=C1)C1CCN(CC1)C=1C=2N(C=C(C1)S(=O)(=O)NC1(CC1)C#N)C(=NC2)C=2SC(=NN2)C(F)(F)F 8-(4-(1H-1,2,4-triazol-1-yl)piperidin-1-yl)-N-(1-cyanocyclopropyl)-3-(5-(trifluoromethyl)-1,3,4-thiadiazol-2-yl)imidazo[1,5-a]pyridine-6-sulfonamide